5-{[5-(2-methoxyethoxy)pyridin-2-yl]methoxy}-2-(pyridin-3-yl)-1,3-benzoxazole COCCOC=1C=CC(=NC1)COC=1C=CC2=C(N=C(O2)C=2C=NC=CC2)C1